tert-butyl 6-(4,4-difluorocyclohexyl)-3-fluoro-2-methylbenzoate FC1(CCC(CC1)C1=CC=C(C(=C1C(=O)OC(C)(C)C)C)F)F